OC=1C=C(C=CC1OC)CCCN[C@@H](CC(=O)N[C@@H](CC1=CC=CC=C1)C(=O)O)C(N)=O N-[N-[3-(3-hydroxy-4-methoxyphenyl)propyl]-L-alpha-asparaginyl]-L-phenylalanine